C(C)(C)(C)C1=CC=C(C=C1)N(C1=CC=C(C=C1)C(C)(C)C)C1=C(C(=O)O)C=C(C=C1C(=O)O)Br (bis(4-(tert-butyl)phenyl)amino)-5-bromoisophthalic acid